N1(CCCCCC1)C1=NC(=NC2=C(C(=CC=C12)N1CCCC2=CC=CC=C12)F)OCC12CCCN2CCC1 4-(azepan-1-yl)-7-(3,4-dihydroquinolin-1(2H)-yl)-8-fluoro-2-((tetrahydro-1H-pyrrolizin-7a(5H)-yl)meth-oxy)quinazoline